Cyclopropyl(4-((5-(3-(2,2-difluoroethyl)-2-methyl-3H-imidazo[4,5-b]pyridin-5-yl)pyrrolo[2,1-f][1,2,4]triazin-2-yl)amino)piperidin-1-yl)methanone C1(CC1)C(=O)N1CCC(CC1)NC1=NN2C(C=N1)=C(C=C2)C2=CC=C1C(=N2)N(C(=N1)C)CC(F)F